ethyl-2-(6-methyl-4-(trifluoromethyl)pyridin-2-yl)octahydrocyclopenta[c]pyrrole-1-carboxylate C(C)OC(=O)C1N(CC2C1CCC2)C2=NC(=CC(=C2)C(F)(F)F)C